COC([C@H]1N(CCC1)C(=O)OC(C)(C)C)=O N-Boc-L-proline methyl ester